5-[[2-[(2R,5S)-2-(3,4-dihydro-2H-1,4-benzoxazin-7-yl)-5-methyl-1-piperidyl]-2-oxo-acetyl]amino]pyridine-3-carboxamide O1CCNC2=C1C=C(C=C2)[C@@H]2N(C[C@H](CC2)C)C(C(=O)NC=2C=C(C=NC2)C(=O)N)=O